tert-butyl-(R)-2-(hydroxymethyl)-4-(piperidin-4-ylmethyl)piperazine-1-carboxylate C(C)(C)(C)OC(=O)N1[C@H](CN(CC1)CC1CCNCC1)CO